1-(5-((5-chloro-4-(4'-chloro-[1,1'-biphenyl]-3-yl)pyrimidin-2-yl)amino)pyridin-3-yl)pyrrolidin-2-one ClC=1C(=NC(=NC1)NC=1C=C(C=NC1)N1C(CCC1)=O)C=1C=C(C=CC1)C1=CC=C(C=C1)Cl